CS(=O)(=O)OC1=C(C(=CC=C1)Cl)C1CC(=NO1)C=1N=C(SC1)C1CCN(CC1)C(CN1N=C(C=C1C(F)F)C(F)F)=O 2-{3-[2-(1-{[3,5-bis(difluoromethyl)-1H-pyrazol-1-yl] acetyl} piperidin-4-yl)-1,3-thiazol-4-yl]-4,5-dihydro-1,2-oxazol-5-yl}-3-chlorophenyl methyl-sulfonate